FC1=CC=C(C=C1)C(=C1CCN(CC1)CCC=1C(=NC=2N(C1O)C=NC2C(=O)N)C)C2=CC=C(C=C2)F 3-[2-[4-[bis(4-fluorophenyl)methylene]-1-piperidinyl]ethyl]-4-hydroxy-2-methyl-imidazo-[1,5-a]-pyrimidine-8-carboxamide